C(C1=CC=CC=C1)N(C(=O)[C@@H]1N(CCC1)S(=O)(=O)C1=CC=C(C)C=C1)[C@H]1CS(CC1)(=O)=O (R)-N-benzyl-N-((R)-1,1-dioxidotetrahydrothiophen-3-yl)-1-tosylpyrrolidine-2-carboxamide